FC1=C(C(=CC=C1)F)C1=N[C@H](C2=NC(=NN2C=2SC=3OCCOCC3C12)C)C (7S)-9-(2,6-difluorophenyl)-4,7-dimethyl-13,16-dioxa-18-thia-2,3,5,8-tetrazatetracyclo-[8.8.0.02,6.011,17]octadeca-1(10),3,5,8,11(17)-pentaene